F[C@@H]1CN(C[C@@H]1NC1=CC(=C(C=C1)C)C(N[C@H](C)C1=CC=C(C2=CC=CC=C12)C#CC1CCN(CC1)CC1CCNCC1)=O)C(=O)OC(C)(C)C tert-butyl (3R,4S)-3-fluoro-4-((4-methyl-3-(((R)-1-(4-((1-(piperidin-4-ylmethyl)piperidin-4-yl)ethynyl)naphthalen-1-yl)ethyl)carbamoyl)phenyl)amino)pyrrolidine-1-carboxylate